C(C1=CC=CC=C1)OC1=C(C(=O)OC)C=CC(=C1)N(C(=O)[C@@H]1N(CC1)S(=O)(=O)C1=C(C(=C(C(=C1F)F)OC)F)F)CC1=NC=C(N=C1)C1CCCCC1 methyl (R)-2-(benzyloxy)-4-(N-((5-cyclohexylpyrazin-2-yl)methyl)-1-((2,3,5,6-tetrafluoro-4-methoxyphenyl)sulfonyl)azetidine-2-carboxamido)benzoate